O.C(CC(O)(C(=O)[O-])CC(=O)[O-])(=O)[O-].[Co+2].C(CC(O)(C(=O)[O-])CC(=O)[O-])(=O)[O-].[Co+2].[Co+2] cobalt(II) citrate hydrate